COC1=C(C=CC=C1OC)/C=C/C(=O)C=1C(=C2C=CC(OC2=CC1OC)(C)C)O (E)-3-(2,3-dimethoxyphenyl)-1-(5-hydroxy-7-methoxy-2,2-dimethyl-2H-chromen-6-yl)prop-2-en-1-one